C(C)(C)(C)OC(=O)N1[C@H](CN(C[C@H]1C)C=1C=CC=2N(C(N=C(N2)C=2C=C(C=3N(C2)C=C(N3)C)F)=O)C1)C (2S,6R)-4-(2-(8-fluoro-2-methylimidazo[1,2-a]pyridin-6-yl)-4-oxo-4H-pyrido[1,2-a][1,3,5]triazin-7-yl)-2,6-dimethylpiperazine-1-carboxylic acid tert-butyl ester